tert-butyl ((1-((1r,4r)-4-(cyanomethyl)cyclohexyl)-1,6-dihydroimidazo[4,5-d]pyrrolo[2,3-b]pyridin-2-yl)methyl)carbamate C(#N)CC1CCC(CC1)N1C(=NC=2C1=C1C(=NC2)NC=C1)CNC(OC(C)(C)C)=O